4-(1-methyl-1H-benzoimidazol-2-yl)-1-phenylpyridine-1-ium triflate [O-]S(=O)(=O)C(F)(F)F.CN1C(=NC2=C1C=CC=C2)C2=CC=[N+](C=C2)C2=CC=CC=C2